S1C2=C(C=C1)C(=CC=C2)N2CCN(CC2)CCCCOC2=CC=C1C=CC(N(C1=C2)COC(=O)C2=NC=CC=C2)=O Pyridine-2-carboxylic acid 7-[4-(4-benzo[b]thiophen-4-ylpiperazin-1-yl)butoxy]-2-oxo-2H-quinolin-1-ylmethyl ester